COC1=C(C=CC(=C1)C=CC)O 2-methoxy-4-(prop-1-en-yl)phenol